C(=O)(O)CSCCCC[Se]CCCCSCC(=O)O [4-(4-Carboxymethylsulfanyl-butylselanyl)-butylsulfanyl]-acetic acid